NC=1C(=NC=CN1)C(=O)N 3-amino-2-pyrazinecarboxamide